C1N(CC12CCNCC2)C(=O)OC(C)(C)C tert-butyl 2,7-diaza-spiro[3.5]nonane-2-carboxylate